CCCCCN(CCCCC)C(=O)C(CCC(=O)O)NC(=O)C1=CC(=C(C=C1)Cl)Cl The molecule is a dicarboxylic acid monoamide obtained by formal condensation of the alpha-carboxy group of N-(3,4-dichlorobenzoyl)glutamic acid with the amino group of dipentylamine. It is a glutamic acid derivative, a dicarboxylic acid monoamide, a member of benzamides and a dichlorobenzene.